(5S)-5-{[(3R,4S)-3,4-Difluoropyrrolidin-1-yl]carbonyl}-2-(2,4,5-trifluorobenzyl)-5,6,7,8-tetrahydro[1,2,4]triazolo[4,3-a]pyridin-3(2H)-one F[C@@H]1CN(C[C@@H]1F)C(=O)[C@@H]1CCCC=2N1C(N(N2)CC2=C(C=C(C(=C2)F)F)F)=O